C(CCC)OOCCCC Z-butyl peroxide